tert-butyl (4-((trans-3-(3-chloro-4-cyanophenoxy)-2,2,4,4-tetramethylcyclobutyl)carbamoyl)phenyl)carbamate ClC=1C=C(O[C@@H]2C([C@H](C2(C)C)NC(=O)C2=CC=C(C=C2)NC(OC(C)(C)C)=O)(C)C)C=CC1C#N